tert-butyl 4-(6-bromo-8-fluoro-[1,2,4]triazolo[1,5-a]pyridin-2-yl)piperidine-1-carboxylate BrC=1C=C(C=2N(C1)N=C(N2)C2CCN(CC2)C(=O)OC(C)(C)C)F